C1(=CC=CC=C1)C=1NC2=C(N1)C=CC(=C2)S(=O)(=O)O 2-phenyl-benzimidazole-5-sulfonic acid